FC1=C(C=CC=C1)C#CC1=CC=C(C(=O)NCC2(CCCC2)C=2C=NC=CC2)C=C1 4-((2-fluorophenyl)ethynyl)-N-((1-(pyridin-3-yl)cyclopentyl)methyl)benzamide